C(C)C(CC)CCCCC(CC)CC 3,8-diethyldecane